FC(C1=NNC(=N1)C1=NC=CC(=C1)C(C)(C)C)(F)F.FC(C1=NNC(=N1)C1=NC=CC(=C1)C(C)(C)C)(F)F.[Os+2] osmium (II) bis(3-(trifluoromethyl)-5-(4-t-butylpyridyl)-1,2,4-triazole)